(4aR,6R,7R,8R,8aR)-8-(4-(3-fluorophenyl)-1H-1,2,3-triazol-1-yl)-7-methoxy-2-phenylhexahydropyrano[3,2-d][1,3]Dioxin-6-carboxylic acid FC=1C=C(C=CC1)C=1N=NN(C1)[C@@H]1[C@H]([C@@H](O[C@H]2[C@@H]1OC(OC2)C2=CC=CC=C2)C(=O)O)OC